1-{8-chloro-5-[1-(tetrahydro-2H-pyran-2-yl)-1H-pyrazol-5-yl]imidazo[1,5-a]pyridin-6-yl}ethanone ClC=1C=2N(C(=C(C1)C(C)=O)C1=CC=NN1C1OCCCC1)C=NC2